COC(CC(CCCCCCCCC)N(C(CCCN(C)C)=O)CCCCCCCCCC)=O.C(CCCCCCCCC)N(C(CCCN(C)C)=O)C(CC(=O)O)CCCCCCCCC 3-[N-decyl-4-(dimethylamino)butanamido]dodecanoic acid Methyl-3-[N-decyl-4-(dimethylamino)butanamido]dodecanoate